Cuprous Iodide Potassium Iodide [I-].[K+].[Cu]I